Myristylalcohol C(CCCCCCCCCCCCC)O